Bis(2-Ethylhexyl) Adipate C(CCCCC(=O)OCC(CCCC)CC)(=O)OCC(CCCC)CC